N-(3-methyl-1-(3-(trifluoromethyl)benzyl)-1H-pyrazolo[3,4-b]pyridin-5-yl)acrylamide CC1=NN(C2=NC=C(C=C21)NC(C=C)=O)CC2=CC(=CC=C2)C(F)(F)F